C(C)(C)OC(=O)OCOP(=O)(OCOC(=O)OC(C)C)[O-].C(C)[NH+](CC)CC triethylammonium bis(isopropoxy-carbonyloxymethyl)phosphate